CC(C)(CC(C)[N+](=O)[O-])C 2,2-dimethyl-4-nitropentane